N(=[N+]=[N-])[C@H](C(=O)OCC)[C@H](C1=CC=C(C=C1)OC)O ethyl (2s,3s)-2-azido-3-hydroxy-3-(4-methoxyphenyl)propanoate